CN1N=CC2=C1N=C(NC2=O)C 1,6-dimethyl-1,5-dihydro-4H-pyrazolo[3,4-d]pyrimidin-4-one